2-(4-(pyridin-3-ylsulfonyl)piperazine-1-carbonyl)phenyl acetate C(C)(=O)OC1=C(C=CC=C1)C(=O)N1CCN(CC1)S(=O)(=O)C=1C=NC=CC1